C1(CC1)C1=NC(=CC(=C1)C1=C(C=C(C#N)C=C1)C1=NN=CN1C)N1C(C2=CC(=CC=C2C1)CO)=O 4-{2-Cyclopropyl-6-[6-(hydroxymethyl)-1-oxo-3H-isoindol-2-yl]pyridin-4-yl}-3-(4-methyl-1,2,4-triazol-3-yl)benzonitrile